tert-butyl (3R)-3-[(2S)-3-(5-bromothiophene-3-yl)-1-(tert-butoxy)-1-oxopropane-2-yl]pyrrolidine-1-carboxylate BrC1=CC(=CS1)C[C@H](C(=O)OC(C)(C)C)[C@@H]1CN(CC1)C(=O)OC(C)(C)C